ClC1=CC=C(C=C1)C=1N=C(SC1)C12CC(C1)(C2)C2=C(OC(=C2)C2(CC2)S(=O)(=O)C)C(=O)N [3-[4-(4-chlorophenyl)thiazol-2-yl]-1-bicyclo[1.1.1]pentanyl]-5-(1-methylsulfonylcyclopropyl)furan-2-carboxamide